C[C@@H]1N(C[C@H](N(C1)C(C)C1=NC=C(C=C1)C)C)C=1C=2N=C(N(C2N(C(N1)=O)C)C)CC#N 2-(6-((2S,5R)-2,5-dimethyl-4-(1-(5-methylpyridin-2-yl)ethyl)piperazin-1-yl)-3,9-dimethyl-2-oxo-3,9-dihydro-2H-purin-8-yl)acetonitrile